1-Butyl-3-((1s,4s)-4-((5,5-dimethyl-2,4-dioxo-3-((2-(trimethylsilyl)ethoxy)methyl)imidazolidin-1-yl)methyl)cyclohexyl)urea C(CCC)NC(=O)NC1CCC(CC1)CN1C(N(C(C1(C)C)=O)COCC[Si](C)(C)C)=O